1-[3-(4,4,5,5-tetramethyl-1,3,2-dioxaborolan-2-yl)phenyl]pyrazole CC1(OB(OC1(C)C)C=1C=C(C=CC1)N1N=CC=C1)C